Methyl 4-aminobutyrate NCCCC(=O)OC